C(CCCCC)(=O)NC(=O)N caproylurea